Methyl 2-[[2-[benzyloxycarbonyl(methyl)amino]acetyl]-methyl-amino]acetate C(C1=CC=CC=C1)OC(=O)N(CC(=O)N(CC(=O)OC)C)C